FC1(C(OC2=C(O1)C=CC(=C2)C(C)=O)(F)F)F 1-(2,2,3,3-tetrafluoro-2,3-dihydrobenzo[b][1,4]dioxin-6-yl)ethan-1-one